2,4-dichloro-6-naphthalen-2-yl-[1,3,5]triazine ClC1=NC(=NC(=N1)Cl)C1=CC2=CC=CC=C2C=C1